CN(C(OC(C)(C)C)=O)C[C@@H]1COCC2=C(C=CC=C12)C1=CC(=NC=C1)C tert-butyl (R,S)-methyl((8-(2-methylpyridin-4-yl)isochroman-4-yl)methyl)carbamate